N-[(2-formyl-1H-indol-6-yl)methyl]-4-oxo-4H-pyrido[1,2-a]pyrimidine-2-carboxamide C(=O)C=1NC2=CC(=CC=C2C1)CNC(=O)C=1N=C2N(C(C1)=O)C=CC=C2